methyl 6-methyl-3-((1-(3,4,7-trimethyl-5-oxo-4,5-dihydroimidazo[1,5-a]quinazolin-9-yl)ethyl)amino)picolinate CC1=CC=C(C(=N1)C(=O)OC)NC(C)C=1C=C(C=C2C(N(C=3N(C12)C=NC3C)C)=O)C